NC1=NC=2C=CC(=CC2C2=C1COC2)C(=O)N([C@@H]2COC1=C2C=CC(=C1)C=1C=NN(C1)C)C 4-amino-N-methyl-N-((3S)-6-(1-methyl-1H-pyrazol-4-yl)-2,3-dihydro-1-benzofuran-3-yl)-1,3-dihydrofuro[3,4-c]-quinoline-8-carboxamide